O(CCCO)CCCO oxybis[propanol]